Cl.FC1CNCCC1N1CCOCC1 4-(3-Fluoropiperidin-4-yl)morpholine hydrochloride